COCOC1=C(C=CC=C1)C=1C=C2CC(C(C2=CC1)NC(O[C@@H]1CN2CCC1CC2)=O)(C)C (S)-quinuclidin-3-yl (5-(2-(methoxymethoxy)phenyl)-2,2-dimethyl-2,3-dihydro-1H-inden-1-yl)carbamat